NC1=CC=C(C=C1)C=1SC2=C(N1)C=CC(=C2)N 2-(4-aminophenyl)-1,3-benzothiazol-6-amine